4-(3-(4-(2-(4-((1-(3'-(2,2-difluoroethyl)-3,5-difluoro-[1,1'-biphenyl]-4-carbonyl)piperidin-4-yl)methyl)piperazin-1-yl)acetyl)piperazine-1-carbonyl)-4-fluorobenzyl)phthalazin-1(2H)-one FC(CC=1C=C(C=CC1)C1=CC(=C(C(=C1)F)C(=O)N1CCC(CC1)CN1CCN(CC1)CC(=O)N1CCN(CC1)C(=O)C=1C=C(CC2=NNC(C3=CC=CC=C23)=O)C=CC1F)F)F